N1-((S)-1-(((S)-6-(dimethylamino)-2,6-dioxo-1-(2,3,5,6-tetrafluorophenoxy)-hexan-3-yl)amino)-4-methyl-1-oxopentan-2-yl)-N2-(2-fluorophenyl)oxalamide CN(C(CC[C@@H](C(COC1=C(C(=CC(=C1F)F)F)F)=O)NC([C@H](CC(C)C)NC(C(=O)NC1=C(C=CC=C1)F)=O)=O)=O)C